1,10-bis(3,4-dimethoxyphenyl)decane COC=1C=C(C=CC1OC)CCCCCCCCCCC1=CC(=C(C=C1)OC)OC